ClN1C(=C(C2=CC(=CC(=C12)F)OC)C=1C=NNC1)C1=NC(=NN1)F chloro-7-fluoro-2-(3-fluoro-1H-1,2,4-triazol-5-yl)-5-methoxy-3-(1H-pyrazol-4-yl)-1H-indole